FC=1C=C2C(CC3(N(C2=CC1)C)CCN(CC3)C(=O)NCC3=C(C=C(C=C3)F)OC)=O 6'-fluoro-N-(4-fluoro-2-methoxybenzyl)-1'-methyl-4'-oxo-3',4'-dihydro-1'H-spiro[piperidine-4,2'-quinoline]-1-carboxamide